C(CCCCCCCCCCCCCCCCCCCCC)OC[C@H](COC(C1=CC=CC=C1)(C1=CC=CC=C1)C1=CC=CC=C1)O (R)-1-(docosyloxy)-3-(trityloxy)propan-2-ol